C(C(C)C)(=O)N1CC2(CC2)C(C1CC1=CC(=CC=C1)OC(C)C)NS(=O)(=O)C N-(5-isobutyryl-6-(3-isopropoxybenzyl)-5-azaspiro[2.4]heptan-7-yl)methanesulfonamide